C(CCCCCCCCCCC)SC(=S)SC(C(=O)O)(C)C 2-(dodecylsulfanylthiocarbonylthio)-2-methylpropanoic acid